(6aR)-7-(2-methylbenzyl)-4,6,6a,7,8,9-hexahydroindolo[4,3-fg]quinoline-9-carboxylic acid CC1=C(CN2CC(C=C3C4=C5C(C[C@@H]23)=CNC5=CC=C4)C(=O)O)C=CC=C1